C(C1=CC=CC=C1)OC1=C(C(=C(C(=O)O)C(=C1)C=CC1=CC=C(C=C1)C(F)(F)F)O)CC=C(C)C 4-(benzyloxy)-2-hydroxy-3-(3-methylbut-2-en-1-yl)-6-(4-(trifluoromethyl)styryl)benzoic acid